BrC1=CC=C2C=CC3=C(C=CC4=CC=C1C2=C34)Br 1,6-dibromo-pyrene